3-chloro-1-methyl-1H-indol-5-amine ClC1=CN(C2=CC=C(C=C12)N)C